((2R,3S,4R,5R)-5-(3,5-Dioxo-4,5-Dihydro-1,2,4-Triazin-2(3H)-yl)-3,4-Dihydroxytetrahydrofuran-2-yl)Methyl D-Alloisoleucinate N[C@H]([C@@H](C)CC)C(=O)OC[C@H]1O[C@H]([C@@H]([C@@H]1O)O)N1N=CC(NC1=O)=O